2-ethyl-2-Isobutyl-1,3-propanediol C(C)C(CO)(CO)CC(C)C